5-[2-(6-Methyl-chinolin-8-sulfonylamino)-phenylethynyl]-pyridin CC=1C=C2C=CC=NC2=C(C1)S(=O)(=O)NC1=C(C=CC=C1)C#CC=1C=CC=NC1